N[C@@H]([C@@H](C)ON1C(C2=CC=CC=C2C1=O)=O)C1=CC=C(C=C1)Cl |r| 2-{[rac-(1R,2R)-1-amino-1-(4-chlorophenyl)propan-2-yl]oxy}-1H-isoindole-1,3(2H)-dione